4,9,24,26-tetrazatetracyclo[20.6.2.21,4.025,29]dotriaconta-20,22(30),23,25(29)-tetraene-5,8,27-trione C123CCN(C(CCC(NCCCCCCCCCCC=CC=4C=NC(NC(C1)=O)=C2C4)=O)=O)CC3